C(N)(OCCONCCC)=O (2-((propylamino) oxy) ethyl) carbamate